FC1=C(C=CC(=C1)F)N1N=NC(=C1)C(F)(F)F 1-(2,4-difluorophenyl)-4-(trifluoromethyl)-1H-1,2,3-triazole